CC1=C(C=CC(=C1)C)NC(=O)C1=C(C(=C(S1)NC(OC(C)(C)C)=O)C(CO)=O)C tert-Butyl {5-[(2,4-dimethylphenyl)carbamoyl]-3-(hydroxyacetyl)-4-methylthiophen-2-yl}carbamate